C1(CC1)CC1=CN(C(C2=CC(=CC=C12)S(NC1(CC1)C)(=O)=O)=O)NC(=O)C12CC2C1 N-(4-(cyclopropylmethyl)-7-(N-(1-methylcyclopropyl)sulfamoyl)-1-oxoisoquinolin-2(1H)-yl)bicyclo[1.1.0]butane-1-carboxamide